N-[5-(2-Chloro-3-fluoro-phenyl)-6-methyl-1,1-dioxo-4H-thieno[3,2-e][1,2,4]thiadiazin-3-yl]-N-methyl-acetamide ClC1=C(C=CC=C1F)C1=C(SC2=C1NC(=NS2(=O)=O)N(C(C)=O)C)C